(1r,2s)-2-(3-{[6-(2-hydroxypropan-2-yl)-3-methoxypyridin-2-yl]amino}-1H-indazol-6-yl)-5'-methoxy-1'H-spiro[cyclopropan-1,3'-indol]-2'-one OC(C)(C)C1=CC=C(C(=N1)NC1=NNC2=CC(=CC=C12)[C@@H]1C[C@@]12C(NC1=CC=C(C=C21)OC)=O)OC